(S)-3-(1-hydroxypropan-2-yl)-6-(2-methoxyethyl)-8-(pyridin-3-yl)pyrido[3,4-d]pyrimidin-4(3H)-one OC[C@H](C)N1C=NC2=C(C1=O)C=C(N=C2C=2C=NC=CC2)CCOC